COC=1C=C2C=C(NC2=CC1)CC(=O)O.COC=1C=C2C=C(NC2=CC1)CC(=O)O 5-methoxyindoleacetic acid (5-methoxyindolacetate)